C(C=CC1=CC=CC=C1)(=O)Cl cinnamic acid chloride